[Si](C1=CC=CC=C1)(C1=CC=CC=C1)(C(C)(C)C)OCCCCC1CC(NC1)=O 4-(4-((tert-butyldiphenylsilyl)oxy)butyl)pyrrolidin-2-one